NC1=NC(N(C=C1C#CCCN(C(CCC(=O)O)=O)O)[C@@H]1O[C@@H]([C@H](C1)O)CO)=O 4-((4-(4-amino-1-((2R,4S,5R)-4-hydroxy-5-(hydroxymethyl)tetrahydrofuran-2-yl)-2-oxo-1,2-dihydropyrimidin-5-yl)but-3-yn-1-yl)(hydroxy)amino)-4-oxobutanoic acid